FC1=C(C=CC=C1[N+](=O)[O-])C=1C(=NN(N1)C)C(C)N(C(OC(C)(C)C)=O)C tert-butyl (1-(5-(2-fluoro-3-nitrophenyl)-2-methyl-2H-1,2,3-triazol-4-yl)ethyl)(methyl)carbamate